C(C)OC(C(C(=O)OCC)=CC1=C(C(=CC=C1)OC)[N+](=O)[O-])=O 2-(3-methoxy-2-nitrobenzylidene)malonic acid diethyl ester